(Tetrahydro-2H-thiopyran-4-yl)methanol S1CCC(CC1)CO